(S)-2-(4-bromophenylsulphonamido)-4-methyl-N-(4-morpholinophenyl)pentanamide BrC1=CC=C(C=C1)S(=O)(=O)N[C@H](C(=O)NC1=CC=C(C=C1)N1CCOCC1)CC(C)C